2-(6-(4-(2-fluorophenyl)-4H-1,2,4-triazol-3-yl)pyridin-2-yl)-6-(isopropyl(methyl)amino)-4-((methylamino)methyl)-2,3-dihydro-1H-pyrrolo[3,4-c]pyridin-1-one FC1=C(C=CC=C1)N1C(=NN=C1)C1=CC=CC(=N1)N1CC=2C(=NC(=CC2C1=O)N(C)C(C)C)CNC